[2-(2,3-didodecyloxypropyl)-hydroxyethyl]ammonium bromide [Br-].C(CCCCCCCCCCC)OC(CC(C[NH3+])O)COCCCCCCCCCCCC